[(2R,3S,4R,5R)-5-[2-chloro-4-[[(1R)-1-(3-fluorophenyl)ethyl]-amino]pyrrolo[2,3-d]-pyrimidin-7-yl]-3,4-dihydroxy-tetrahydro-furan-2-yl]methoxy-methylphosphonic acid ClC=1N=C(C2=C(N1)N(C=C2)[C@H]2[C@@H]([C@@H]([C@H](O2)COCP(O)(O)=O)O)O)N[C@H](C)C2=CC(=CC=C2)F